(1R,2R)-2-({4-[4-(difluoromethoxy)-2-(methoxymethoxy)phenyl]-5,6,7,8-tetrahydrophthalazin-1-yl}amino)cyclohexan-1-ol FC(OC1=CC(=C(C=C1)C1=NN=C(C=2CCCCC12)N[C@H]1[C@@H](CCCC1)O)OCOC)F